CN(C)C=O N-dimethylformamide